C(CCSSCCC(=O)O)(=O)O.ON1C(CCC1=O)=O.ON1C(CCC1=O)=O bis(N-hydroxysuccinimide) 3,3'-Dithiodipropionate